2-[2-[(3S,4S)-3-methoxy-4-methyl-pyrrolidin-1-yl]-3-quinolyl]-6-methyl-1H-pyridin-4-one CO[C@@H]1CN(C[C@@H]1C)C1=NC2=CC=CC=C2C=C1C=1NC(=CC(C1)=O)C